CC1=C(C=C(C(=O)NC=2C=NC=C(C2)C(F)(F)F)C=C1)[C@H]1CN(CC1)C1=NC=CN=C1NC (S)-4-methyl-3-(1-(3-(methylamino)pyrazin-2-yl)pyrrolidin-3-yl)-N-(5-(trifluoromethyl)pyridin-3-yl)benzamide